[1-[4-(5-methyl-[1,3]oxazolo[4,5-b]pyridin-2-yl)piperazine-1-carbonyl]azetidin-3-yl]benzamide CC1=CC=C2C(=N1)N=C(O2)N2CCN(CC2)C(=O)N2CC(C2)C2=C(C(=O)N)C=CC=C2